(R)-6,2,2-trimethyl-7-(3-carbonylbutyl)cycloheptanone C[C@@H]1CCCC(C(C1CCC(C)=C=O)=O)(C)C